cyclopropyl-methanthiol C1(CC1)CS